ClC1=C(C(=O)O)C=CC(=C1OC=1C=NC(=C(C1)C(C)C)OC)Cl 2,4-dichloro-3-((5-isopropyl-6-methoxypyridin-3-yl)oxy)benzoic Acid